alpha-ketophenylacetate O=C(C(=O)[O-])C1=CC=CC=C1